C(C)(=O)OCC(=O)NNC(=O)C=1N=NC(=CC1)N1CCC(CC1)OC1=C(C=CC=C1Cl)Cl 2-(2-(6-(4-(2,6-dichlorophenoxy)piperidin-1-yl)pyridazine-3-carbonyl)hydrazinyl)2-oxoethyl acetate